C(#N)C1=C(C(=O)C2=CNC3=NC=C(C(=C32)N[C@H]3CO[C@@H](CC3)CO)C#N)C=CC(=C1)OC1=CC=CC=C1 3-(2-cyano-4-phenoxybenzoyl)-4-(((3R,6S)-6-(hydroxymethyl)tetrahydro-2H-pyran-3-yl)amino)-1H-pyrrolo[2,3-b]pyridine-5-carbonitrile